BrC=1C=C(SC1Br)C(CCC(=O)OC)=O methyl 4-(4,5-dibromothien-2-yl)-4-oxobutanoate